(S)-(1-(4-(6-((4-cyano-2-fluorobenzyl)oxy)pyridin-2-yl)piperazin-1-yl)ethyl)-3-(((S)-oxetan-2-yl)methyl)-3H-imidazo[4,5-b]pyridine-5-carboxylic acid C(#N)C1=CC(=C(COC2=CC=CC(=N2)N2CCN(CC2)[C@@H](C)C2=NC=3C(=NC(=CC3)C(=O)O)N2C[C@H]2OCC2)C=C1)F